N-(6-amino-5-cyclopropylpyridin-3-yl)-2-((2S,5R)-4-isobutyl-5-methyl-2-phenylpiperazin-1-yl)-2-oxoacetamide NC1=C(C=C(C=N1)NC(C(=O)N1[C@H](CN([C@@H](C1)C)CC(C)C)C1=CC=CC=C1)=O)C1CC1